4-Bromo-5-sulfamoylthiophene-3-carboxylic acid ethyl ester C(C)OC(=O)C1=CSC(=C1Br)S(N)(=O)=O